[3-13C]-pyruvate C(C(=O)[13CH3])(=O)[O-]